NC1=NC2=CC=C(C=C2C(=N1)N)C=1N=NN(C1)C1=CC(=CC(=C1)OC)OC 2,4-diamino-6-(1-(3,5-dimethoxyphenyl)-1H-1,2,3-triazol-4-yl)quinazoline